9-(2-bromoethyl)adenine BrCCN1C2=NC=NC(=C2N=C1)N